NC1=C(C(=NN1C(C)C)C1=CC=C(C=C1)CC(=O)NC1=CC(=NO1)C1C2CCC(C1)C2)C(=O)N 5-Amino-3-(4-(2-((3-(bicyclo[2.2.1]heptan-2-yl)isoxazol-5-yl)amino)-2-oxoethyl)phenyl)-1-isopropyl-1H-pyrazole-4-carboxamide